C(C1=CC=CC=C1)(=O)NC1=NC(N([C@H]2[C@H](O)[C@H](O)[C@@H](CO)O2)C=C1)=O N4-benzoyl-cytidine